C(C=C)(=O)OCCOC=1C=C2C=CC(=CC2=CC1)C1(C2=CC=CC=C2C=2C=CC=CC12)C1=CC2=CC=C(C=C2C=C1)OCCOC(C=C)=O 9,9-bis[6-(2-acryloyloxyethoxy)-2-naphthyl]fluorene